N-((3-nitro-4-(((1-(3-oxetanyl)piperidin-4-yl)methyl)amino)phenyl)sulfonyl)benzamide [N+](=O)([O-])C=1C=C(C=CC1NCC1CCN(CC1)C1COC1)S(=O)(=O)NC(C1=CC=CC=C1)=O